3-phenyl-1H-pyrrole-2,5-dione C1(=CC=CC=C1)C=1C(NC(C1)=O)=O